N1=CC=C(C=C1)C1=CC(=NO1)CC=1OC=C(N1)C(=O)OCC ethyl 2-((5-(pyridin-4-yl)isoxazol-3-yl)methyl)oxazole-4-carboxylate